ClC1=CC=C(C=C1)NC(NCCC1=CC(=C(C=C1)OC)OC)=O 3-(4-Chlorophenyl)1-[2-(3,4-dimethoxyphenyl)ethyl]urea